(1S,2S,3S,6R)-6-((2-(5-chloropyridin-2-yl)ethyl)amino)-4-(fluoromethyl)cyclohex-4-ene-1,2,3-triol ClC=1C=CC(=NC1)CCN[C@@H]1C=C([C@@H]([C@@H]([C@H]1O)O)O)CF